methyl 2-oxaspiro[3.3]heptane-6-carboxylate C1OCC12CC(C2)C(=O)OC